O=C1CC(C2=CC(=CC=C12)OC=1C=C2CCCC2=CC1)=O 5-[(1,3-dioxo-2,3-dihydro-1H-inden-5-yl)oxy]-2,3-dihydro-1H-indene